C(C)N1N=CC2=C(C=CC=C12)C1=CC(=C(CN2C(C3=NC=CC=C3C2=O)([2H])[2H])C(=C1)F)F 6-(4-(1-ethyl-1H-indazol-4-yl)-2,6-difluorobenzyl)-6,7-dihydro-5H-pyrrolo[3,4-b]pyridin-5-one-7,7-d2